C1(=CC=CC=C1)\C(=C/CC(=O)OCC)\C ethyl (3Z)-4-phenylpent-3-enoate